N-[(1S)-1-(2,2-difluoro-1,3-benzodioxol-5-yl)ethyl]-4-(4,4,5,5-tetramethyl-1,3,2-dioxaborolan-2-yl)pyridine-2-amine FC1(OC2=C(O1)C=CC(=C2)[C@H](C)NC2=NC=CC(=C2)B2OC(C(O2)(C)C)(C)C)F